FC1=C(CN2C(C3=NC=CC=C3C2=O)([2H])[2H])C=CC(=C1)C=1C=CC2=CN(N=C2C1)C 6-(2-fluoro-4-(2-methyl-2H-indazol-6-yl)benzyl)-6,7-dihydro-5H-pyrrolo[3,4-b]pyridin-5-one-7,7-d2